(7S)-2-((trans-3-(hydroxymethyl)cyclobutyl)amino)-4,7,8-trimethyl-7,8-dihydropteridin-6(5H)-one OC[C@@H]1C[C@H](C1)NC1=NC=2N([C@H](C(NC2C(=N1)C)=O)C)C